acryloyloxyhexyl phenyl hydrogenphosphate P(=O)(O)(OCCCCCCOC(C=C)=O)OC1=CC=CC=C1